2-(3-hydroxy-4-((6-(isopropyl(4-(trifluoromethyl)benzyl)amino)-9H-purin-9-yl)methyl)piperidin-1-yl)acetamide OC1CN(CCC1CN1C2=NC=NC(=C2N=C1)N(CC1=CC=C(C=C1)C(F)(F)F)C(C)C)CC(=O)N